N-(4-morpholinopyridin-2-yl)-6-(1H-pyrazol-4-yl)benzo[d]thiazol-2-amine O1CCN(CC1)C1=CC(=NC=C1)NC=1SC2=C(N1)C=CC(=C2)C=2C=NNC2